Resorcinol-Formaldehyd C1(O)=C(C(O)=CC=C1)C=O